4-((4-(4-((5,6,7,8-tetrahydronaphthalen-1-yl)oxy)butyl)phenyl)carbamoyl)piperazin-1-ium chloride [Cl-].C1(=CC=CC=2CCCCC12)OCCCCC1=CC=C(C=C1)NC(=O)N1CC[NH2+]CC1